N-(4-(1H-pyrazol-1-yl)benzyl)-N-(3-methoxybenzyl)-4-(2-(2-morpholinoethoxy)ethoxy)aniline N1(N=CC=C1)C1=CC=C(CN(C2=CC=C(C=C2)OCCOCCN2CCOCC2)CC2=CC(=CC=C2)OC)C=C1